1-((3,3-Difluoro-1-methylcyclobutyl)methyl)-3-(1,1-difluoroethyl)-N-(2-(methylthio)pyridin-4-yl)-4-(trifluoromethyl)-1H-pyrazole-5-carboxamide FC1(CC(C1)(C)CN1N=C(C(=C1C(=O)NC1=CC(=NC=C1)SC)C(F)(F)F)C(C)(F)F)F